CCCCCC\C=C/CCC(CCCCCCC)=O (Z)-7-Octadecen-11-one